CSC1=NC=2N(C(=N1)N)N=C(N2)C2=NC=CC=C2 5-(methylthio)-2-(pyridin-2-yl)-[1,2,4]triazolo[1,5-a][1,3,5]triazin-7-amine